C(C=C)OC1=C(C=C(C(=C1)Cl)Cl)C(C1CCN(CC1)C(=O)[C@H]1CN(CC1)C(=O)OC(C)(C)C)NS(=O)C(C)(C)C (3R)-tert-butyl 3-(4-((2-(prop-2-en-1-yloxy)-4,5-dichlorophenyl)(1,1-dimethylethylsulfinamido)methyl)piperidine-1-carbonyl)pyrrolidine-1-carboxylate